FC1=CC(=CC2=CN(N=C12)C1CCNCC1)C=1C=CC=2C(N1)=CN(N2)C 5-[7-fluoro-2-(4-piperidyl)indazol-5-yl]-2-methyl-pyrazolo[4,3-b]pyridine